O1-tert-butyl O2-methyl (2S,4S)-4-[[6-[2-methyl-3-[2-(methylamino)ethylamino]indazol-4-yl]-2-pyridyl]amino]pyrrolidine-1,2-dicarboxylate CN1N=C2C=CC=C(C2=C1NCCNC)C1=CC=CC(=N1)N[C@H]1C[C@H](N(C1)C(=O)OC(C)(C)C)C(=O)OC